2-((tetrahydro-2H-pyran-2-yl)oxy)ethoxy-5,5a,6,7-tetrahydrobenzo[e]benzofuran O1C(CCCC1)OCCOC1=COC=2C1=C1C(CC2)CCC=C1